Ethyl (2S)-2-bromo-2-fluoroacetate Br[C@@H](C(=O)OCC)F